7-((4-(ethoxymethyl)-4-phenethylpiperidin-1-yl)methyl)-3,4-dihydro-2H-benzo[b][1,4]oxazin-2-one C(C)OCC1(CCN(CC1)CC=1C=CC2=C(OC(CN2)=O)C1)CCC1=CC=CC=C1